Perfluorocaprylic acid FC(C(=O)O)(C(C(C(C(C(C(F)(F)F)(F)F)(F)F)(F)F)(F)F)(F)F)F